O=C1NC(CCC1N1C(C2=CC(=C(C=C2C1=O)N1C2CN(C(C1)C2)CC2CCNCC2)F)=O)=O 4-((5-(2-(2,6-dioxopiperidin-3-yl)-6-fluoro-1,3-dioxoisoindoline-5-yl)-2,5-diazabicyclo[2.2.1]heptane-2-yl)methyl)piperidine